C1(=CC=CC=C1)P(C1=CC=CC=C1)CC=1N(C2=CC=CC=C2C1[C@@H](N[S@](=O)C(C)(C)C)C1=CC=CC2=CC=CC=C12)S(=O)(=O)C1=CC=CC=C1 (R)-N-((S)-(2-((diphenylphosphanyl)methyl)-1-(phenylsulfonyl)-1H-indol-3-yl)(naphthalen-1-yl)methyl)-2-methylpropane-2-sulfinamide